BrC=1C=NN2C1N=C(C=C2)NC2=CC(=C(C=C2)C)Cl 3-bromo-N-(3-chloro-4-methylphenyl)pyrazolo[1,5-a]pyrimidin-5-amine